CC(CCCCC[SiH3])(C)C trimethyl-silylhexane